O1CC(C1)N1CC2CCC(C1)C2CC2=CC=C(C=C2)NC(OCC2=CN=CO2)=O oxazol-5-ylmethyl (4-((3-(oxetan-3-yl)-3-azabicyclo[3.2.1]octan-8-yl)methyl)phenyl)carbamate